[Si](C)(C)(C(C)(C)C)OC=1C=NN(C1)C1C(N(C(CC1)=O)C(=O)OC(C)(C)C)=O tert-Butyl 3-(4-((tert-butyldimethylsilyl)oxy)-1H-pyrazol-1-yl)-2,6-dioxopiperidine-1-carboxylate